The molecule is a member of the class of pyranoxanthones that is 2H,6H-pyrano[3,2-b]xanthen-6-one substituted by hydroxy groups at positions 5 and 10, geminal methyl groups at position 2 and a 2-methylbut-3-en-2-yl group at position 12. It is isolated from the roots of Calophyllum blancoi and exhibits antiviral activity against coronavirus. It has a role as a metabolite and an antiviral agent. It is a polyphenol and a member of pyranoxanthones. CC1(C=CC2=C(C3=C(C(=C2O1)C(C)(C)C=C)OC4=C(C3=O)C=CC=C4O)O)C